phosphorus monochromene O1CC=CC2=CC=CC=C12.[P]